5-(2,3-dihydroxybenzylidene)-1-methyl-3-phenethyl-2-selenoxoimidazolidin-4-one OC1=C(C=C2C(N(C(N2C)=[Se])CCC2=CC=CC=C2)=O)C=CC=C1O